[Al].C1(=CC=CC=C1)O.C1(=CC=CC=C1)O diphenol aluminum